1,4-Phenylenebis(methan-d2-ol) C1(=CC=C(C=C1)C(O)([2H])[2H])C(O)([2H])[2H]